C(C)(C)(C)OC(=O)N1CC2(C1)C[C@@H]([C@H](CC2)OS(=O)(=O)C)C |r| Rac-(6S,7S)-6-methyl-7-((methylsulfonyl)oxy)-2-azaspiro[3.5]nonane-2-carboxylic acid tert-butyl ester